NCC#CC=1OC2=C(C1)C(=CC=C2)N2C(NC(CC2)=O)=O 1-(2-(3-aminoprop-1-yn-1-yl)benzofuran-4-yl)dihydropyrimidine-2,4(1H,3H)-dione